CN(C1CCN(CC1)C1=NC(=C(C=2N1C=CN2)C2=CC(=C(C=C2)CN2CCOCC2)F)C2=CC=C(C#N)C=C2)C 4-{5-[4-(dimethylamino)piperidin-1-yl]-8-[3-fluoro-4-(morpholin-4-ylmethyl)phenyl]imidazo[1,2-c]pyrimidin-7-yl}benzonitrile